methyl 1-amino-4-(benzyloxy)-8-(2,6-dimethylphenoxy)isoquinoline-3-carboxylate NC1=NC(=C(C2=CC=CC(=C12)OC1=C(C=CC=C1C)C)OCC1=CC=CC=C1)C(=O)OC